Europium trisulfide [S-2].[S-2].[S-2].[Eu+3].[Eu+3]